FC1=C(C(=O)NC2CN(C2)C(=O)OC(C)(C)C)C(=C(C(=C1F)F)F)NC1=C(C=C(C=C1)I)F tert-butyl 3-(2,3,4,5-tetrafluoro-6-((2-fluoro-4-iodophenyl)amino)benzamido)azetidine-1-carboxylate